[O-2].[O-2].[Hf+4] hafnium (IV) dioxide